COC1=C(C=O)C=C(C=N1)C(F)(F)F 2-methoxy-5-(trifluoromethyl)nicotinaldehyde